C(C)(=O)C1=CC=C(C=C1)NC(C(CC1=CC=CC=C1)N1C(CN(C(C1)=O)C1=C(C=CC(=C1)Cl)N1N=NC(=C1)Cl)=O)=O N-(4-acetylphenyl)-2-(4-(5-chloro-2-(4-chloro-1H-1,2,3-triazol-1-yl)phenyl)-2,5-dioxopiperazin-1-yl)-3-phenylpropanamide